1-[5-[5-[(1R)-1-(3,5-dichloro-4-pyridyl)ethoxy]-1H-indazol-3-yl]-2-pyridyl]-4-methylsulfonyl-piperazin-2-one ClC=1C=NC=C(C1[C@@H](C)OC=1C=C2C(=NNC2=CC1)C=1C=CC(=NC1)N1C(CN(CC1)S(=O)(=O)C)=O)Cl